(S)-3-(4,4'-difluoro-2',5,6'-trimethyl-[1,1'-biphenyl]-3-yl)-3-((S)-2-(3-(2-(3,3-difluoropyrrolidin-1-yl)ethyl)-5-methyl-6-oxopyridazin-1(6H)-yl)-4-methyl-valerylamino)propionic acid FC1=C(C=C(C=C1C)C1=C(C=C(C=C1C)F)C)[C@H](CC(=O)O)NC([C@H](CC(C)C)N1N=C(C=C(C1=O)C)CCN1CC(CC1)(F)F)=O